(2R,5R)-3-((4-(benzyloxy)-3-fluorophenyl)sulfonyl)-8-((2-methoxyethoxy)carbonyl)-3,8-diazabicyclo[3.2.1]octane C(C1=CC=CC=C1)OC1=C(C=C(C=C1)S(=O)(=O)N1CC2CC[C@H](C1)N2C(=O)OCCOC)F